CC=1C(=CC2=C(C(NN=C2)=O)N1)C 2,3-dimethylpyrido[2,3-d]pyridazin-8(7H)-one